tert-butyl 2,2-dimethyl-4-oxo-5-(2-oxoethyl)-3,8,11,14,17-pentaoxa-5-azaicosan-20-oate CC(C)(OC(N(CCOCCOCCOCCOCCC(=O)OC(C)(C)C)CC=O)=O)C